[NH4+].SC(C)O mercaptoethanol ammonium salt